OC1=C(C=C(C=C1C(C)(C)C)C(C(C(=O)OCC(CO)(CO)CO)(C1=CC(=C(C(=C1)C(C)(C)C)O)C(C)(C)C)C1=CC(=C(C(=C1)C(C)(C)C)O)C(C)(C)C)C1=CC(=C(C(=C1)C(C)(C)C)O)C(C)(C)C)C(C)(C)C pentaerythritol tetra(4-hydroxy-3,5-di-tert-butylphenyl)propionate